C1N(CC2C1CCC2)C=2C1=C(N=C(N2)Cl)C(=CS1)[C@@H]1[C@@H]([C@@H]([C@H](O1)COCP(O)(O)=O)O)O [(2R,3S,4R,5R)-5-[4-(3,3a,4,5,6,6a-hexa-hydro-1H-cyclopenta-[c]pyrrol-2-yl)-2-chloro-thieno[3,2-d]-pyrimidin-7-yl]-3,4-dihydroxy-tetrahydro-furan-2-yl]methoxy-methylphosphonic acid